hydroxyethylidene(hydroxyethylidene)diphosphonic acid OCC=C(C(P(O)(O)=O)P(O)(O)=O)O